O[C@@H](C(C(=O)N)(C)C)[C@@H]1N2C(C3=CC=CC=C13)=CN=C2 (S)-3-hydroxy-3-((R)-5H-imidazo[5,1-a]isoindol-5-yl)-2,2-dimethylpropionamide